C(C)C(C(=O)OCC)(CC)NC(=O)C1=NC(=C(C=C1)N1CC(C1)OC)OC[C@@H]1[C@@H](C1)CF ethyl 2-ethyl-2-{[6-{[(1S,2R)-2-(fluoromethyl)cyclopropyl]methoxy}-5-(3-methoxyazetidin-1-yl)pyridine-2-carbonyl]amino}butanoate